C(C)OC(CC(C[N+](=O)[O-])C1=C(SC=C1)OC(C)(C)C)=O.C(=O)(O)C=1C=C(C=C(C1)C(=O)O)C1=CC(=C2C=CC3=C(C=C(C4=CC=C1C2=C34)C3=CC(=CC(=C3)C(=O)O)C(=O)O)C3=CC(=CC(=C3)C(=O)O)C(=O)O)C3=CC(=CC(=C3)C(=O)O)C(=O)O 1,3,6,8-tetra(3',5'-dicarboxyphenyl)pyrene Ethyl-3-(2-(tert-butoxy)thiophen-3-yl)-4-nitrobutanoate